2-(4,4-difluoroazepan-1-yl)-6,6-dimethyl-N-(3-sulfamoylphenyl)-5,6,7,8-tetrahydroquinoline-3-carboxamide FC1(CCN(CCC1)C1=NC=2CCC(CC2C=C1C(=O)NC1=CC(=CC=C1)S(N)(=O)=O)(C)C)F